[Fe].C(O)(O)=O carbonic acid iron